(5R,8S)-3,5,6,7,8,9-hexahydro-2H-5,8-epiminocyclohepta[d]pyrimidin-2-one N=1C(NC=C2C1C[C@@H]1CC[C@H]2N1)=O